C(C)(C)C1=CC=C(C=C1)NC1=NS(C2=C(N1)C(=CC=C2)C=2C=NN(C2)C)(=O)=O 3-((4-isopropylphenyl)amino)-5-(1-methyl-1H-pyrazol-4-yl)-4H-benzo[e][1,2,4]thiadiazine 1,1-dioxide